C1(=C(C=CC=C1)C1=C(C2=C(OC3=C2C=CC=C3)C=C1)C1=CC=CC=3C2=CC=CC=C2C2=CC=CC=C2C13)C1=CC=CC=C1 (biphenylyl)(Triphenylenyl)dibenzofuran